Magnesium phosphit P([O-])([O-])[O-].[Mg+2].P([O-])([O-])[O-].[Mg+2].[Mg+2]